S1C2=C(C=C1)C=C(C=C2)CN2CC(N(C(C2)=O)C2CC1(C2)CCN(CC1)C(=O)OC(C)(C)C)C1=C(C=CC=C1)C(C)C tert-butyl 2-(4-(benzo[b]thiophen-5-ylmethyl)-2-(2-isopropylphenyl)-6-oxopiperazin-1-yl)-7-azaspiro[3.5]nonane-7-carboxylate